C(C)(C)(C)OC(=O)N[C@@H]1CN(C[C@@H]([C@]1(C)O)C)C(=O)OCC1=CC=CC=C1 benzyl (3R,4S,5S)-3-[(tert-butoxycarbonyl) amino]-4-hydroxy-4,5-dimethylpiperidine-1-carboxylate